ethyl 2-[[(3E)-5,5-dimethyl-3-(4-octoxyphenyl)imino-cyclohexen-1-yl]amino]acetate CC1(C\C(\C=C(C1)NCC(=O)OCC)=N/C1=CC=C(C=C1)OCCCCCCCC)C